2-Amino-5-(3-hydroxypiperazin-1-yl)-2,3-dihydro-1,4-benzodioxine NC1COC2=C(O1)C=CC=C2N2CC(NCC2)O